nickel tritide [Ni]([3H])[3H]